NC1(CN(CCC1)CC1=CC=CC=C1)CC#N (3-amino-1-benzyl-3-piperidinyl)acetonitrile